aniline o-toluenesulfinate CC=1C(=CC=CC1)S(=O)O.NC1=CC=CC=C1